The molecule is an ethyl 2-chloro-3-{2-chloro-5-[4-(difluoromethyl)-3-methyl-5-oxo-4,5-dihydro-1H-1,2,4-triazol-1-yl]-4-fluorophenyl}propanoate that has S configuration. It derives from a (S)-carfentrazone. It is an enantiomer of a (R)-carfentrazone-ethyl. CCOC(=O)[C@H](CC1=CC(=C(C=C1Cl)F)N2C(=O)N(C(=N2)C)C(F)F)Cl